maleimidocaproic acid CCCCC(C(=O)O)N1C(=O)C=CC1=O